1-[3-(trifluoromethyl)pyridin-4-yl]Methylamine FC(C=1C=NC=CC1CN)(F)F